C(C1=CC=CC=C1)OC(=O)N[C@@H](C(=O)OCCOC)CNC(C1=CC(=CC(=C1)F)CC)=O (R)-2-methoxyethyl 2-(((benzyloxy)carbonyl)amino)-3-(3-ethyl-5-fluorobenzamido)propanoate